2-(6-(((1R,2R,3S,5S)-2-fluoro-1-methyl-8-azabicyclo[3.2.1]octan-3-yl)oxy)pyridazin-3-yl)-5-(2-methoxypyridin-4-yl)phenol F[C@@H]1[C@]2(CC[C@@H](C[C@@H]1OC1=CC=C(N=N1)C1=C(C=C(C=C1)C1=CC(=NC=C1)OC)O)N2)C